(S)-4-((6-Fluoropyridin-3-yl)methyl)-N-(7-(3-hydroxy-3-methylbut-1-yn-1-yl)-5-methyl-4-oxo-2,3,4,5-tetrahydrobenzo[b][1,4]oxazepin-3-yl)-1H-pyrazol-1-carboxamid FC1=CC=C(C=N1)CC=1C=NN(C1)C(=O)N[C@@H]1C(N(C2=C(OC1)C=CC(=C2)C#CC(C)(C)O)C)=O